(4-(1-hydroxypropyl)thiazol-2-yl)(1H-indol-3-yl)methanone OC(CC)C=1N=C(SC1)C(=O)C1=CNC2=CC=CC=C12